((2-hydroxyethyl)azanediyl)bis(hexane-6,1-diyl) bis(6,6-bis(hexyloxy)hexanoate) C(CCCCC)OC(CCCCC(=O)OCCCCCCN(CCCCCCOC(CCCCC(OCCCCCC)OCCCCCC)=O)CCO)OCCCCCC